[Si](C)(C)(C(C)(C)C)OCC#CC1=CN=C(C=C1C(=O)OC)Cl methyl 5-(3-((tert-butyldimethylsilyl)oxy)prop-1-yn-1-yl)-2-chloroisonicotinate